11β,21-dihydroxypregn-4-en-3,18,20-trione O[C@@H]1[C@@H]2[C@]3(CCC(C=C3CC[C@H]2[C@@H]2CC[C@H](C(CO)=O)[C@]2(C1)C=O)=O)C